5-(2-hydroxyethyl)amino-o-cresol OCCNC1=CC=C(C(=C1)O)C